COC(=O)C1CCC2(CCC3=CC=C(C=C23)OS(=O)(=O)C(F)(F)F)CC1 6'-[(trifluoromethanesulfonyl)oxy]-2',3'-dihydrospiro[cyclohexane-1,1'-indene]-4-carboxylic acid methyl ester